FC1=C(C=CC(=C1)C(F)(F)F)/C=C/C(=O)NCC(=O)N1CC2=C(C=C(C=C2CC1)CC(=O)OC)C(C)O methyl 2-[2-[2-[[(E)-3-[2-fluoro-4-(trifluoromethyl)phenyl]prop-2-enoyl]amino]acetyl]-8-(1-hydroxyethyl)-3,4-dihydro-1H-isoquinolin-6-yl]acetate